6-chloro-4-{4-[(3-chloro-2-hydroxyphenyl)methyl]piperazin-1-yl}-1-methyl-2-oxo-1,2-dihydro-1,5-naphthyridine-3-carbonitrile ClC=1N=C2C(=C(C(N(C2=CC1)C)=O)C#N)N1CCN(CC1)CC1=C(C(=CC=C1)Cl)O